[C].N[SiH3] aminosilane carbon